BrC1=C(C=CC=C1)C#CC1=C(C=CC=C1)Br 1,2-bis(2-bromophenyl)acetylene